O=C(C=CC(=O)N1CCN(CC1)C1=NC=NC2=CC=C(C=C12)C=1C=CC=NC1)C 5-(4-(4-(4-oxopent-2-enoyl)piperazin-1-yl)quinazolin-6-yl)pyridine